OCC(CO)(CO)N(CCCCP(OCC)(OCC)=O)CCCCP(OCC)(OCC)=O tetraethyl (((1,3-dihydroxy-2-(hydroxymethyl)propan-2-yl)azanediyl)bis(butane-4,1-diyl))bis(phosphonate)